ClC1=C(C=C2C=C(N=CC2=C1)NC(=O)[C@@H]1[C@H](C1)C1=CC=NC=C1)C1CCN(CC1)[C@@]1(COC[C@@H]1O)C (1S,2S)-N-(7-chloro-6-(1-((3R,4R)-4-hydroxy-3-methyltetrahydrofuran-3-yl)piperidin-4-yl)isoquinolin-3-yl)-2-(pyridin-4-yl)cyclopropane-1-carboxamide